3-{4-[(2-cyclopropylethyl)[(1r,4r)-4-{[(1-fluorocyclopropyl)methyl]amino}cyclohexyl]amino]-1-oxo-3H-isoindol-2-yl}piperidine-2,6-dione C1(CC1)CCN(C1=C2CN(C(C2=CC=C1)=O)C1C(NC(CC1)=O)=O)C1CCC(CC1)NCC1(CC1)F